C1(CCC1)N1N=C2C=CC(=CC2=C1COC1=C(C=CC=C1)CC(=O)O)C1=C(C(=NC=C1)C(NO)=N)OC 2-(2-((2-cyclobutyl-5-(2-(N-hydroxycarbamimidoyl)-3-methoxypyridin-4-yl)-2H-indazol-3-yl)methoxy)phenyl)acetic acid